(2-bromo-4-fluorophenyl)-5-hydroxypentane-1,4-dione BrC1=C(C=CC(=C1)F)C(CCC(CO)=O)=O